(L)-2-(4-(2'-((1-(morpholinomethyl)cyclopropyl)methoxy)-1,3,5',8'-tetrahydrospiro[indene-2,7'-pyrano[4,3-d]pyrimidin]-4'-yl)piperazin-2-yl)acetonitrile O1CCN(CC1)CC1(CC1)COC=1N=C(C2=C(N1)CC1(OC2)CC2=CC=CC=C2C1)N1CC(NCC1)CC#N